(R)-N-(6-(4-hydroxyphenyl)-1H-indazol-4-yl)morpholine-2-carboxamide OC1=CC=C(C=C1)C1=CC(=C2C=NNC2=C1)NC(=O)[C@H]1CNCCO1